PYRIDAZINE-3-CARBOXYLIC ACID N1=NC(=CC=C1)C(=O)O